ClC1=NC=C(C=N1)C1=NN(C2=CC=C(C=C12)O[C@H](C)C1=C(C=NC=C1Cl)Cl)C1OCCCC1 3-(2-chloropyrimidin-5-yl)-5-[(1R)-1-(3,5-dichloro-4-pyridyl)ethoxy]-1-tetrahydropyran-2-yl-indazole